1-Decyl-3-Methyl-Imidazolium Chloride [Cl-].C(CCCCCCCCC)N1C=[N+](C=C1)C